O=C(C[C@@H]1N(CCOC1)CC(=O)OC(C)(C)C)N1CCN(CC1)C1=NC=C(C=N1)C(F)(F)F tert-butyl 2-[(3S)-3-[2-oxo-2-[4-[5-(trifluoromethyl) pyrimidin-2-yl]piperazin-1-yl]ethyl]morpholin-4-yl]acetate